4-(1-(p-tolyl)-1H-1,2,3-triazol-4-yl)benzaldehyde C1(=CC=C(C=C1)N1N=NC(=C1)C1=CC=C(C=O)C=C1)C